6-(cyclopenten-1-yl)-1H-pyrazolo[3,4-b]pyridin-3-amine C1(=CCCC1)C1=CC=C2C(=N1)NN=C2N